C1(CC1)CC(C1=CC=CC=C1)NS(=O)(=O)C1=CC=C(C=C1)OC(F)(F)F N-(2-cyclopropyl-1-phenylethyl)-4-(trifluoromethoxy)benzenesulfonamide